COC(=O)[C@H]1N(CC[C@@H]1O)C1=NC2=C(C(=CC=C2C(=C1)N1C=NC=C1)Cl)Cl (2s,3s)-1-(7,8-dichloro-4-(1H-imidazol-1-yl)quinolin-2-yl)-3-hydroxypyrrolidine-2-carboxylic acid methyl ester